CN(C(OC(C)(C)C)=O)C1CCN(CC1)C1=CC=CC=2NC(N(C21)C)=O tert-butyl N-methyl-N-[1-(3-methyl-2-oxo-1H-benzimidazol-4-yl)-4-piperidyl]carbamate